C(C=C)(=O)OCCCCCCOC(C=C)=O C1,6-hexanediol diacrylate